O=C1C=2C=CC=C(C2C=CC1)S(=O)(=O)Cl 5-oxo-5,6-dihydronaphthalene-1-sulfonyl chloride